FC=1C=C(C=C(C1)F)C1CC=NN1C(=O)C12CC(C1)(C2)CN2N=C1C=C(C=CC1=C2)F (5-(3,5-difluorophenyl)-4,5-dihydro-1H-pyrazol-1-yl)(3-((6-fluoro-2H-indazol-2-yl)methyl)bicyclo[1.1.1]-pentan-1-yl)methanone